FC(C=1C=C(C=C(C1)C(F)(F)F)C1=NN(C=N1)\C=C/C(=O)N1N(CCC1)C(=O)C1=NC=CN=C1)(F)F (Z)-3-(3-(3,5-bis(trifluoromethyl)phenyl)-1H-1,2,4-triazol-1-yl)-1-(2-(pyrazine-2-carbonyl)pyrazolidin-1-yl)prop-2-en-1-one